(2S,4r)-4-fluoro-2-(((S)-(3-fluoro-4-(1-methylcyclopropyl)phenyl)(phenyl)methyl)carbamoyl)pyrrolidin-1-ium F[C@@H]1C[C@H]([NH2+]C1)C(N[C@@H](C1=CC=CC=C1)C1=CC(=C(C=C1)C1(CC1)C)F)=O